C1(CCCCC(=O)OCCCC(CO1)C)=O 2-methyl-1,5-pentylene adipate